4-(4-(3,8-diazabicyclo[3.2.1]octan-3-yl)-6,8-difluoro-2-(((2R,7aS)-2-fluorotetrahydro-1H-pyrrolizin-7a(5H)-yl)methoxy)-5-methylquinazolin-7-yl)-5-fluoronaphthalen-2-ol C12CN(CC(CC1)N2)C2=NC(=NC1=C(C(=C(C(=C21)C)F)C2=CC(=CC1=CC=CC(=C21)F)O)F)OC[C@]21CCCN1C[C@@H](C2)F